FC=1C=C(C(=NC1)N1CCCCC1)C(=O)NC1=CC(=CC=C1)S(N)(=O)=O 5-fluoro-2-(1-piperidyl)-N-(3-sulfamoyl-phenyl)pyridine-3-carboxamide